(2-(2H-1,2,3-triazol-2-yl)phenyl)((1S,4S,6R)-6-((6-(trifluoromethyl)pyridin-3-yl)amino)-2-azabicyclo[2.2.1]heptan-2-yl)methanone N=1N(N=CC1)C1=C(C=CC=C1)C(=O)N1[C@@H]2[C@@H](C[C@H](C1)C2)NC=2C=NC(=CC2)C(F)(F)F